7-aminoheptanoyl chloride NCCCCCCC(=O)Cl